Cl.COC1=CC=C(CNCC#N)C=C1 2-((4-methoxybenzyl)amino)acetonitrile hydrochloride